5-(chloro(tetrafluoro)-lambda6-sulfanyl)-2-fluoropyridine ClS(C=1C=CC(=NC1)F)(F)(F)(F)F